C1(CCCC1)C1=CC=C(C=N1)[S@](=O)(N)=NC(NC1=C2CCCC2=CC=2CCCC12)=O (S)-6-cyclopentyl-N'-((1,2,3,5,6,7-hexahydro-s-indacen-4-yl)carbamoyl)pyridine-3-sulfonimidamide